C(C)OC(=O)C1C2CCCC12 bicyclo[3.1.0]hexane-6-carboxylic acid ethyl ester